2-((3R,4R)-3-amino-4-fluoropiperidin-1-yl)-1-((5-methoxypyrimidin-2-yl)methyl)-1H-benzo[d]imidazole-6-carbonitrile hydrochloride Cl.N[C@@H]1CN(CC[C@H]1F)C1=NC2=C(N1CC1=NC=C(C=N1)OC)C=C(C=C2)C#N